5-(6-((3H-imidazo[4,5-b]pyridin-3-yl)methyl)-8-methoxy-2,3-dihydrobenzo[b][1,4]dioxin-2-yl)furo[2,3-b]pyridine N1=CN(C2=NC=CC=C21)CC2=CC1=C(OC(CO1)C=1C=C3C(=NC1)OC=C3)C(=C2)OC